tert-butyl (1-(5-(3'-chloro-5-fluoro-2-hydroxy-4'-(3-methyl-2-oxo-2,3-dihydro-1H-imidazol-1-yl)-[1,1'-biphenyl]-3-yl)pyridin-3-yl)-3-methylpyrrolidin-3-yl)carbamate ClC=1C=C(C=CC1N1C(N(C=C1)C)=O)C1=C(C(=CC(=C1)F)C=1C=C(C=NC1)N1CC(CC1)(C)NC(OC(C)(C)C)=O)O